thio-salicylate C(C=1C(O)=CC=CC1)(=S)[O-]